O[W](=O)(=O)[O-] The molecule is a monovalent inorganic anion that consists of tungstic acid where one of the two OH groups has been deprotonated. It is a tungsten oxoanion and a monovalent inorganic anion. It is a conjugate base of a tungstic acid. It is a conjugate acid of a tungstate.